C(CCC)C1=CC=C(C=C1)C1=C(C=CC(=C1)NC1=CC=CC=C1)C1=CC=C(NC2=CC=CC=C2)C=C1 (4-butylphenyl)-N,N'-bis(phenyl)-benzidine